CC1(CC2=NC(=C(C(=C2CO1)C=1C(=CC=C2C=NNC12)C)C#N)N1CC2(CN(C2)C(C=C)=O)CC1)C 7,7-dimethyl-4-(6-methyl-1H-indazol-7-yl)-2-(2-(2-propenoyl)-2,6-diazaspiro[3.4]octan-6-yl)-7,8-dihydro-5H-pyrano[4,3-b]pyridine-3-carbonitrile